6-bromo-N-methyl-3-vinylquinolin-4-amine BrC=1C=C2C(=C(C=NC2=CC1)C=C)NC